ClC=1C=C(C=CC1N1C(N(C=C1)C)=O)C1=C(C(=CC(=C1)F)C1=CC(=C2C=CNC2=C1)N1C[C@H](NCC1)C)OC (R)-1-(3-chloro-5'-fluoro-2'-methoxy-3'-(4-(3-methylpiperazin-1-yl)-1H-indol-6-yl)-[1,1'-biphenyl]-4-yl)-3-methyl-1H-imidazol-2(3H)-one